1-hexyl-3-methylimidazole bis(trifluoromethanesulfonyl)amine salt FC(S(=O)(=O)NS(=O)(=O)C(F)(F)F)(F)F.C(CCCCC)N1CN(C=C1)C